N4-(cyclopropylmethyl)-6-[(3R)-3-(methylamino)pyrrolidin-1-yl]pyrimidine-2,4-diamine C1(CC1)CNC1=NC(=NC(=C1)N1C[C@@H](CC1)NC)N